(2,6-bis(thiophen-2-yl)pyridine-3,5-diyl)bis(phenyl-methanone) S1C(=CC=C1)C1=NC(=C(C=C1C(=O)C1=CC=CC=C1)C(=O)C1=CC=CC=C1)C=1SC=CC1